ClC1=CC(=C(COC2=CC=C3CCC(CC3=C2)CC2=NC3=C(N2C[C@H]2OCC2)C=C(C=C3)C(=O)O)C=C1)F 2-((7-((4-chloro-2-fluorobenzyl)oxy)-1,2,3,4-tetrahydronaphthalen-2-yl)methyl)-1-(((S)-oxetan-2-yl)methyl)-1H-benzo[d]imidazole-6-carboxylic acid